BrC1=CC=C(C=C1)S(=O)(=O)C1=CC=C(C=C1)Br Bis(p-bromophenyl) sulfone